(7s,3s)-3-amino-1-(BOC-amino)cyclopentane N[C@@H]1CC(CC1)NC(=O)OC(C)(C)C